C(C)(C)(C)C1=C(C=CC(=C1)C(C)(C)C)OP([O-])C1=CC=C(C=C1)C1=CC=C(C=C1)P([O-])[O-].NCCCC[N+]1=CC(=CC=C1)C(N)=O.NCCCC[N+]1=CC(=CC=C1)C(N)=O.NCCCC[N+]1=CC(=CC=C1)C(N)=O aminobutyl-3-carbamoyl-pyridinium (2,4-di-t-butylphenyl)-4,4'-biphenyl-diphosphonite